OC1(CC1)CC=O 2-(1-hydroxycyclopropyl)acetaldehyde